(3S,4S,5S)-3-(Benzyloxycarbonylamino)-5-fluoro-4-methoxy-piperidine-1-carboxylic acid tert-butyl ester C(C)(C)(C)OC(=O)N1C[C@@H]([C@@H]([C@H](C1)F)OC)NC(=O)OCC1=CC=CC=C1